5-(3-(2-chloro-3,6-difluorophenyl)morpholino)-N-((R,E)-4-(methylsulfonyl)but-3-en-2-yl)pyrazine-2-carboxamide ClC1=C(C(=CC=C1F)F)C1COCCN1C=1N=CC(=NC1)C(=O)N[C@H](C)\C=C\S(=O)(=O)C